C(C=1C(C(=O)OCCCCOC=C)=CC=CC1)(=O)OCCCCOC=C bis[4-(vinyloxy) butyl] phthalate